(E)-3-(4-((7-chloro-3-(4-hydroxyphenethyl)-2,4-dioxo-3,4-dihydroquinazolin-1(2H)-yl)methyl)phenyl)-N-hydroxyacrylamide ClC1=CC=C2C(N(C(N(C2=C1)CC1=CC=C(C=C1)/C=C/C(=O)NO)=O)CCC1=CC=C(C=C1)O)=O